CN1N=CC(=C1)C1=CC=2C(=NC=CC2N2C[C@H]3CCC(C2)N3C3CC(C3)C#N)N1 (1R,3r)-3-(3-(2-(1-methyl-1H-pyrazol-4-yl)-1H-pyrrolo[2,3-b]pyridin-4-yl)-3,8-diazabicyclo[3.2.1]octan-8-yl)cyclobutane-1-carbonitrile